N=S1(CCCC1)=O 1-imino-1λ^6-thiolan-1-one